ClC1=CC=C(C=C1)C#CCOC1=C(C=C(C=C1)CCNC([C@@H](NS(=O)(=O)C)C(C)C)=O)OC N-[2-(4-{[3-(4-Chlorophenyl)prop-2-yn-1-yl]oxy}-3-methoxyphenyl)ethyl]-N2-(methylsulfonyl)valinamid